O=C1COCCN1CC1=CC=C(C=C1)NC(OCC1=CC=C(C=C1)OC)=O 4-methoxybenzyl (4-((3-oxomorpholino)meth-yl)phenyl)carbamate